methyl (3S)-3-[(tert-butoxycarbonyl)amino]-3-phenylpropanoate C(C)(C)(C)OC(=O)N[C@@H](CC(=O)OC)C1=CC=CC=C1